CSC1=NC(=NC=C1)N1C[C@H]([C@@H](CC1)O)O |r| rac-trans-1-(4-methylthiopyrimidin-2-yl)piperidine-3,4-diol